1-{2-chloro-6-[(5-chloropyrimidin-2-yl)oxy]Phenyl}-4,4,4-trifluorobutan-1-one ClC1=C(C(=CC=C1)OC1=NC=C(C=N1)Cl)C(CCC(F)(F)F)=O